COC(=O)C1=C(NC(=C(C1C1=CSC2=NC=CC=C21)C(=O)OC)C)C#N 2-cyano-6-methyl-4-(thieno[2,3-b]pyridin-3-yl)-1,4-dihydropyridine-3,5-dicarboxylic acid dimethyl ester